CN1C(=NN=C1)CCC1=CC=C2CNC(C2=C1)=O 6-(2-(4-Methyl-4H-1,2,4-triazol-3-yl)ethyl)isoindolin-1-one